ClC1=CC(=C2C=C(N(C2=C1)CCNC1=CC(=NC=N1)C1=CC(=C(C(=O)O)C(=C1)CCC)F)C)OC 4-{6-[2-(6-Chloro-4-methoxy-2-methyl-indol-1-yl)-ethylamino]-pyrimidin-4-yl}-2-fluoro-6-propyl-benzoic acid